6-(dodecyloxy)-6-oxohexane-1-aminium chloride [Cl-].C(CCCCCCCCCCC)OC(CCCCC[NH3+])=O